BrC=1C(=C(C=CC1)SCC(OCC)OCC)F (3-bromo-2-fluorophenyl)(2,2-diethoxyethyl)sulfane